2-CYCLOPROPYL-4,6-DIMETHYL-1H-INDOLE-3-CARBOXALDEHYDE C1(CC1)C=1NC2=CC(=CC(=C2C1C=O)C)C